(butylcarbamoyl)-2-((4,7,10-tris(carboxymethyl)-1,4,7,10-tetraazacyclododecan-1-yl)methyl)pyridine 1-oxide C(CCC)NC(=O)C=1C(=[N+](C=CC1)[O-])CN1CCN(CCN(CCN(CC1)CC(=O)O)CC(=O)O)CC(=O)O